tert-butyl (1S,2S,5R)-2-(4-(1-(4-fluoro-2-(4-isopropylpyridin-3-yl)phenyl)-2-methyl-1H-pyrrolo[2,3-c]pyridine-3-carbonyl)piperidine-1-carbonyl)-3-azabicyclo[3.1.0]hexane-3-carboxylate FC1=CC(=C(C=C1)N1C(=C(C=2C1=CN=CC2)C(=O)C2CCN(CC2)C(=O)[C@@H]2[C@H]1C[C@H]1CN2C(=O)OC(C)(C)C)C)C=2C=NC=CC2C(C)C